3-(6-butyryl-4-methylpyridin-3-yl)-7-chloro-1-(2-fluoroethyl)-1,6-naphthyridin-2(1H)-one C(CCC)(=O)C1=CC(=C(C=N1)C=1C(N(C2=CC(=NC=C2C1)Cl)CCF)=O)C